ClC=1C=C(C=CC1F)NC1=NC=NC2=CC(=C(C=C12)NC(C=CCN1CCCCC1)=O)NC 4-Piperidin-1-yl-but-2-enoic acid [4-(3-chloro-4-fluoro-phenylamino)-7-methylamino-quinazolin-6-yl]-amide